CC1=C(C=2N(N=C1N1CC=3C=C(C=NC3CC1)N1CC(CC1)OC)C(=NN2)C(F)(F)F)C 6-(7,8-dimethyl-3-(trifluoromethyl)-[1,2,4]triazolo[4,3-b]pyridazin-6-yl)-3-(3-methoxypyrrolidin-1-yl)-5,6,7,8-tetrahydro-1,6-naphthyridine